ClC1=NC(=NN2C1=NC=C2C2=CCC1=CC=CC=C21)OC[C@H]2N(CCC2)C (S)-4-chloro-7-(1H-inden-3-yl)-2-((1-methylpyrrolidin-2-yl)methoxy)imidazo[2,1-f][1,2,4]triazine